NC1CCC(CC1)NCC(C1=CC=CC=C1)C=1C=C(C(=C(C1)C=1C(=CC=C(C1F)OCC(=O)NC)C(=O)N)Cl)F 5'-(2-(((1r,4r)-4-aminocyclohexyl)amino)-1-phenylethyl)-2'-chloro-3',6-difluoro-5-(2-(methylamino)-2-oxoethoxy)-[1,1'-biphenyl]-2-carboxamide